FC=1C=C2C(=NC1NC1=CC=CC3=CC=C(C=C13)C)NN=C2N 5-fluoro-N6-(7-methyl-1-naphthyl)-1H-pyrazolo[3,4-b]pyridine-3,6-diamine